(E)-ethyl 2-(3-nitrobenzylidene)-3-oxobutyrate [N+](=O)([O-])C=1C=C(\C=C(\C(=O)OCC)/C(C)=O)C=CC1